CN(CCCN(C(CCCCCCCCC(=O)OC(CCCCCC)CCCCCC)CCCCCCCCC(=O)OC(CCCCCC)CCCCCC)CCC(=O)OCCSSCCCCCC)C di(tridecan-7-yl) 10-((3-(dimethylamino)propyl)(3-(2-(hexyldisulfaneyl)ethoxy)-3-oxopropyl)amino)nonadecanedioate